FC12CC(C1)(C2)C2(CC2)N 1-(3-fluoro-bicyclo[1.1.1]pentan-1-yl)cyclopropan-1-amine